Ammonium AcryloyldimethylTaurate C(C=C)(=O)NC(C)(C)CS(=O)(=O)[O-].[NH4+]